(2S,3R,4R,5R)-1,1-bis(1H-indol-3-yl)hexane-2,3,4,5-tetraol N1C=C(C2=CC=CC=C12)C([C@@H]([C@H]([C@@H]([C@@H](C)O)O)O)O)C1=CNC2=CC=CC=C12